ClC=1C=C(C(=NC1)OC)S(=O)(=O)NC1=C(C(=C(C=C1)F)C=1C=C2C=NC(=NC2=CC1)NC1CCC(CC1)N(C1COC1)C)F 5-chloro-N-(2,4-difluoro-3-(2-(((1r,4r)-4-(methyl(oxetan-3-yl)amino)cyclohexyl)amino)quinazolin-6-yl)phenyl)-2-methoxypyridine-3-sulfonamide